[Si](C)(C)(C(C)(C)C)OCCCC=1C=C(C=CC1)CC#N (3-(3-((Tert-butyldimethylsilyl)oxy)propyl)phenyl)acetonitrile